3H-5H-triazine N=1NNCCC1